OC1=C(C(=O)O)C=C(C=C1)\C=C\C1=CC=C(C=C1)S(NC1=CC=CC=C1)(=O)=O (E)-2-hydroxy-5-(4-(N-phenylsulfamoyl)styryl)benzoic acid